ClC1=CC(=C(S1)C1=CC=C(C(=N1)C)O[C@@H]1C[C@H](CCC1)C(=O)O)COC1=NC=C(C=N1)C(C)C (1S,3S)-3-((6-(5-chloro-3-(((5-Isopropylpyrimidin-2-yl)oxy)methyl)thiophen-2-yl)-2-methylpyridin-3-yl)oxy)cyclohexane-1-carboxylic acid